4-amino-6-((4'-amino-3,3'-dimethyl-[1,1'-biphenyl]-4-yl)diazenyl)-5-hydroxynaphthalene-1,3-disulfonic acid NC1=C(C=C(C2=CC=C(C(=C12)O)N=NC1=C(C=C(C=C1)C1=CC(=C(C=C1)N)C)C)S(=O)(=O)O)S(=O)(=O)O